3-hydroxy-1,2-dimethylpyridine-4(1H)-thione OC1=C(N(C=CC1=S)C)C